[Si](C)(C)(C(C)(C)C)OCC1=CC2=NC=CC(=C2S1)C1=CC(=CC=2OCCN(C21)C2CN(CC2)C(=O)OC(C)(C)C)Cl tert-butyl 3-(5-(2-(((tert-butyldimethylsilyl)oxy)methyl)thieno[3,2-b]pyridin-7-yl)-7-chloro-2H-benzo[b][1,4]oxazin-4(3H)-yl)pyrrolidine-1-carboxylate